[Na+].[Na+].OC(C(=O)O)S(=O)(=O)[O-].OC(C(=O)O)S(=O)(=O)[O-] 2-Hydroxy-2-sulfonatoacetic acid, di-sodium salt